F[B-](F)(F)F.CN1C=[N+](C=C1)CCCCCCCC 1-Methyl-3-octylimidazolium tetrafluoroborate